(7-(methoxy-d3)-4-(1-(methyl-d3)-3-phenyl-1H-pyrazol-4-yl)pyrido[3,2-d]pyrimidin-6-yl)-1-(trifluoromethyl)cyclopropane-1-carboxamide C(OC1=CC=2N=CN=C(C2N=C1C1C(C1)(C(=O)N)C(F)(F)F)C=1C(=NN(C1)C([2H])([2H])[2H])C1=CC=CC=C1)([2H])([2H])[2H]